ClC1=CC=C(C=C1)OC(C(=O)Cl)=S chlorooxothioacetic acid-(4-chlorophenyl) ester